CC1=NN(C2=C1C=NC(=C2)N[C@@H](C)C2=CC=CC=C2)C=2C=C(C=CC2)C=CC(=O)N 3-[3-(3-methyl-6-{[(1S)-1-phenylethyl]amino}-1H-pyrazolo[4,3-c]pyridin-1-yl)phenyl]propenamide